2-((3S,4S)-3-amino-4-fluoro-pyrrolidin-1-yl)-5-(4-chloro-2-methyl-2H-indazol-5-yl)-3-methyl-3,7-dihydro-4H-pyrrolo[2,3-d]pyrimidin-4-one N[C@H]1CN(C[C@@H]1F)C=1N(C(C2=C(N1)NC=C2C2=C(C1=CN(N=C1C=C2)C)Cl)=O)C